[Si](C)(C)(C(C)(C)C)OCC1C(CCCC(N1)=O)CC(C)C 7-[[tert-butyl(dimethyl)silyl]oxymethyl]-6-isobutyl-azepan-2-one